CC1(C=O)C(O)(C=C(C=C1)C)N1CCCCC1 1,4-dimethyl-(2E)-2-(piperidin-1-yl)SALICYLALDEHYDE